6-((6-(2,6-dichlorophenyl)-8-methyl-7-oxo-7,8-dihydropyrido[2,3-d]pyrimidin-2-yl)amino)-3-(2-(1,1-dioxidothiomorpholino)ethoxy)pyridazine-4-carboxylic acid ClC1=C(C(=CC=C1)Cl)C1=CC2=C(N=C(N=C2)NC2=CC(=C(N=N2)OCCN2CCS(CC2)(=O)=O)C(=O)O)N(C1=O)C